[N+](=O)([O-])C=1C(=CC2=C(OC=3C(=NC=CC3)O2)C1)C(=O)OC methyl 7-nitrobenzo[5,6][1,4]dioxino[2,3-b]pyridine-8-carboxylate